2-oxo-3-(1-(2-(4-(trifluoromethyl)phenyl)acetyl)piperidin-4-yl)-2,3-dihydro-1H-benzo[d]imidazol-1-yl-acetic acid O=C1N(C2=C(N1CC(=O)O)C=CC=C2)C2CCN(CC2)C(CC2=CC=C(C=C2)C(F)(F)F)=O